CC=1CC2=C(N(C=3C=CC=CC23)C2=CC=CC=C2)C1C 2,3-dimethyl-4-phenyl-1,4-dihydro-cyclopenta[b]indole